BrC1=CC=C(C=C1)CN1C(C2=CC(=CC=C2C1(OCC1(CC1)CO)C1=CC=C(C=C1)Cl)C(C)(C)O)=O 2-(4-bromophenyl-methyl)-3-(4-chlorophenyl)-3-((1-(hydroxymethyl)cyclopropyl)methoxy)-6-(2-hydroxypropan-2-yl)isoindolin-1-one